1-carboxyethyl-indolinespiropyran C(=O)(O)C(C)C=1C2(OC=CC1)NC1=CC=CC=C1C2